N-(5-chloro-4-(5,5-dimethyl-5,6-dihydro-4H-pyrrolo[1,2-b]pyrazol-3-yl)pyridin-2-yl)-1-(4-(2,4-dioxotetrahydropyrimidin-1(2H)-yl)-2-fluorobenzyl)piperidine-4-carboxamide ClC=1C(=CC(=NC1)NC(=O)C1CCN(CC1)CC1=C(C=C(C=C1)N1C(NC(CC1)=O)=O)F)C1=C2N(N=C1)CC(C2)(C)C